Normal-Hexan CCCCCC